CN(CCN(S(=O)(=O)C1=CC=C(C=C1)NC=1N=CC2=C(N1)N=C(C=C2C#C)N2C(NCC21CCCC1)=O)C)C N-[2-(dimethylamino)ethyl]-4-[(5-ethynyl-7-{2-oxo-1,3-diazaspiro[4.4]nonan-1-yl}pyrido[2,3-d]pyrimidin-2-yl)amino]-N-methylbenzenesulfonamide